C(C)(C)(C)OC(=O)N1CCN(CC1)C1=NC(=NC2=C(C(=C(C=C12)Cl)Br)F)SC tert-Butyl-4-(7-bromo-6-chloro-8-fluoro-2-methylsulfanyl-quinazolin-4-yl)piperazine-1-carboxylate